OC(C=CP(O)(O)=O)C(C(CCO)O)O 3,4,5,7-tetrahydroxy-hept-1-enyl-phosphonic acid